1,2-dibromopentane BrCC(CCC)Br